tert-butyl 7-(3-((tert-butoxycarbonyl)amino)-2-chloro-5-cyanophenyl)-4,7-diazaspiro[2.5]octane-4-carboxylate C(C)(C)(C)OC(=O)NC=1C(=C(C=C(C1)C#N)N1CCN(C2(CC2)C1)C(=O)OC(C)(C)C)Cl